CN(CCCNS(=O)(=O)C(C(=O)[O-])CC(=O)[O-])C 2-(N-(3-(dimethylamino)propyl)sulfamoyl)succinate